(3,5-dichloro-4-((1-cyclobutyl-6-oxo-1,6-dihydropyridin-3-yl)oxy)phenyl)-3,5-dioxo-2,3,4,5-tetrahydro-1,2,4-triazine-6-carbonitrile ClC=1C=C(C=C(C1OC1=CN(C(C=C1)=O)C1CCC1)Cl)N1N=C(C(NC1=O)=O)C#N